p-methylphenyl-cyclopropane CC1=CC=C(C=C1)C1CC1